O1CCN(CC1)CC1=CC=C(C=C1)C#CC1=CC=C(C=C1)C1=CC(=NO1)CN1C(=NC=C1)[C@H](C)O (S)-1-(1-((5-(4-((4-(morpholinomethyl)phenyl)ethynyl)phenyl)isoxazol-3-yl)methyl)-1H-imidazol-2-yl)ethan-1-ol